OC(C)C12CN(C(C1)C2)C(=O)OC(C)(C)C tert-Butyl 4-(1-Hydroxyethyl)-2-azabicyclo[2.1.1]hexane-2-carboxylate